NC=1N=C(C2=C(C(=CC=C2C1)F)C#C)C1=C(C=C2C(=NC(=NC2=C1F)OCC1(C(C1)(F)F)CN(C)C)N1CCOCC(C1)(O)C)F 4-(7-(3-amino-8-ethynyl-7-fluoroisoquinolin-1-yl)-2-((1-((dimethylamino)methyl)-2,2-Difluorocyclopropyl)methoxy)-6,8-difluoroquinazolin-4-yl)-6-methyl-1,4-oxaazepan-6-ol